FC1([C@@H](CN2C(N(CC[C@@H]21)C2=NOC1=C2C(=CC=C1)C1=C(C=C(C=C1F)F)F)=O)NS(=O)(=O)CF)F N-{(4aR,6R)-5,5-difluoro-1-oxo-2-[4-(2,4,6-trifluorophenyl)-1,2-benzoxazol-3-yl]octahydropyrrolo[1,2-c]pyrimidin-6-yl}-1-fluoromethanesulfonamide